3-(6-methoxypyridin-2-yl)-5,6,7,8-tetrahydroimidazo[1,2-a]pyridine-2-carboxylic acid COC1=CC=CC(=N1)C1=C(N=C2N1CCCC2)C(=O)O